[As]1=CC=C1 ArSet